C1(CC1)C=1N=CN(C1)C=1C=C2CN(C3(C2=CC1)CC3)C3=NC(=CC=C3)C3=NN=CN3[C@@H](CO)C (R)-5'-(4-cyclopropyl-1H-imidazol-1-yl)-2'-(6-(4-(1-hydroxypropan-2-yl)-4H-1,2,4-triazol-3-yl)pyridin-2-yl)spiro[cyclopropane-1,1'-isoindole]